1-(3-oxetanyl)pyrene O1CC(C1)C1=CC=C2C=CC3=CC=CC4=CC=C1C2=C34